4-(((2S,4S)-4-(3-chlorophenyl)-2-oxido-1,3,2-dioxaphosphinan-2-yl)amino)-1-((2R,4R,5R)-3,3-difluoro-4-hydroxy-5-(hydroxymethyl)tetrahydrofuran-2-yl)pyrimidin-2(1H)-one ClC=1C=C(C=CC1)[C@H]1O[P@](OCC1)(=O)NC1=NC(N(C=C1)[C@@H]1O[C@@H]([C@H](C1(F)F)O)CO)=O